FC1=C(C(=CC=C1)OC)C1=NC=CC(=N1)C(=O)NC=1C=CC2=C(N=C(S2)C)C1N1C[C@@H](C[C@H]1CO)NC(OC(C)(C)C)=O tert-Butyl (3R,5S)-1-(5-(2-(2-fluoro-6-methoxyphenyl)pyrimidine-4-carboxamido)-2-methylbenzo[d]thiazol-4-yl)-5-(hydroxymethyl)pyrrolidin-3-ylcarbamate